Exo-4-(2-amino-2-methylpropionyl)-N-(1-(3-(6-(aminomethyl)-3-azabicyclo[3.1.0]hex-3-yl)chroman-7-yl)-2-oxo-1,2-dihydropyrimidin-4-yl)piperazine-1-carboxamide hydrochloride Cl.NC(C(=O)N1CCN(CC1)C(=O)NC1=NC(N(C=C1)C1=CC=C2CC(COC2=C1)N1CC2C(C2C1)CN)=O)(C)C